perhydrothiazepine C1CCNSCC1